5-bromo-4-chloro-6-(trifluoromethoxy)quinoline BrC1=C2C(=CC=NC2=CC=C1OC(F)(F)F)Cl